(Z)-9-(4-amino-2-fluorobut-2-en-1-yl)-7-methyl-6-(3-(pyrrolidin-1-ylsulfonyl)phenyl)-7,9-dihydro-8H-purin-8-one hydrochloride Cl.NC\C=C(\CN1C2=NC=NC(=C2N(C1=O)C)C1=CC(=CC=C1)S(=O)(=O)N1CCCC1)/F